The molecule is a 6-O-acyl-D-glucose in which the 6-acyl group is specified as (3S)-3,4-dihydroxy-2-methylidenebutanoyl. A secondary metabolite with potent antibacterial activity, occurring specifically in tulip anthers. It has a role as a plant metabolite, an antibacterial agent and an antifungal agent. It is a 6-O-acyl-D-glucose and an enoate ester. It derives from a D-glucopyranose. C=C([C@@H](CO)O)C(=O)OC[C@@H]1[C@H]([C@@H]([C@H](C(O1)O)O)O)O